C(C)C1=NC(=NO1)C=1C=C2CC[C@H](C2=CC1)NC(C1=CC(=NC=C1)C)=O (R)-N-(5-(5-ethyl-1,2,4-oxadiazol-3-yl)-2,3-dihydro-1H-inden-1-yl)-2-methylisonicotinamide